1,2,3,4,5-penta-phenylsilole C1(=CC=CC=C1)[SiH]1C(=C(C(=C1C1=CC=CC=C1)C1=CC=CC=C1)C1=CC=CC=C1)C1=CC=CC=C1